NC1=NC=2C=CC(=CC2C2=C1[C@H](OC2)C)C(=O)N(C)[C@@H]2COCC1=C2C=CC(=C1)Br (3R)-4-amino-N-((4S)-7-bromo-3,4-dihydro-1H-2-benzopyran-4-yl)-N,3-dimethyl-1,3-dihydrofuro[3,4-c]-quinoline-8-carboxamide